1-(4-fluoro-2-methylphenyl)-3-(2-methyl-6-oxo-1,6-dihydropyridin-3-yl)-4-oxo-6-(trifluoromethyl)-1,2,3,4-tetrahydroquinazoline-7-carbonitrile FC1=CC(=C(C=C1)N1CN(C(C2=CC(=C(C=C12)C#N)C(F)(F)F)=O)C1=C(NC(C=C1)=O)C)C